OC[C@H](C1=CC=CC=C1)NC1=CC(=NC=C1C1=NC(=NO1)C)NC1=CC=C2C(=N1)C(OB2O)(C)C (S)-5-((4-((2-hydroxy-1-phenylethyl)amino)-5-(3-methyl-1,2,4-oxadiazol-5-yl)pyridin-2-yl)amino)-3,3-dimethyl-[1,2]oxaborolo[4,3-b]pyridin-1(3H)-ol